Cl.NC(C(=O)N1CCN(CC1)C(=O)NC1=NC(N(C=C1)C1=CC=C(C=C1)CN(CC)CC1CNC1)=O)(C)C 4-(2-Amino-2-methylpropanoyl)-N-(1-(4-(((azetidin-3-ylmethyl)(ethyl)amino)methyl)phenyl)-2-oxo-1,2-dihydropyrimidin-4-yl)piperazine-1-carboxamide hydrochloride salt